COC1=C(C#N)C=C(C=N1)C=1C=CC=2N=CN=C(C2N1)N[C@H](C(=O)N1CCN(CC1)C)C[Se]C (R)-2-methoxy-5-(4-((1-(4-methyl-1-piperazinyl)-3-(methylseleno)-1-oxo-2-propanyl)amino)-6-pyrido[3,2-d]pyrimidinyl)nicotinonitrile